(2R,3R,11bR)-3-(2,2-dimethylpropyl)-10-methoxy-9-(4,4,4-trifluorobutoxy)-1H,2H,3H,4H,6H,7H,11bH-pyrido[2,1-a]isoquinolin-2-ol CC(C[C@H]1[C@@H](C[C@H]2N(CCC3=CC(=C(C=C23)OC)OCCCC(F)(F)F)C1)O)(C)C